O=C1NC(CCC1N1C(C2=CC=C(C=C2C1=O)N1CC(C1)CN1CCN(CC1)C1=CC=C(C(=O)N2CCC3(CCN(C3)C=3C=C(C(=NC3)C#N)C(F)(F)F)CC2)C=C1)=O)=O 5-(8-(4-(4-((1-(2-(2,6-dioxopiperidin-3-yl)-1,3-dioxoisoindolin-5-yl)azetidin-3-yl)methyl)piperazin-1-yl)benzoyl)-2,8-diazaspiro[4.5]decan-2-yl)-3-(trifluoromethyl)picolinonitrile